CC(C=O)CCC=C(C)C 2,6-dimethylhept-5-en-1-aldehyde